2-(4-Phenylbut-3-en-2-yl)-4-(pyrrolidin-1-yl)pyridine C1(=CC=CC=C1)C=CC(C)C1=NC=CC(=C1)N1CCCC1